6-[5-(5-fluoro-6-methyl-2-pyridyl)-1H-imidazol-4-yl]-N-(2-pyrrolidin-1-ylethyl)-1,5-naphthyridin-3-amine FC=1C=CC(=NC1C)C1=C(N=CN1)C=1N=C2C=C(C=NC2=CC1)NCCN1CCCC1